(2S,4S)-N-(4-(2-amino-2-oxoacetyl)tetrahydro-2H-pyran-4-yl)-1-((R)-2-(3-benzylureido)-3-cyclohexylpropanoyl)-4-(5-(2-hydroxypropan-2-yl)-1H-1,2,3-triazol-1-yl)pyrrolidine-2-carboxamide NC(C(=O)C1(CCOCC1)NC(=O)[C@H]1N(C[C@H](C1)N1N=NC=C1C(C)(C)O)C([C@@H](CC1CCCCC1)NC(=O)NCC1=CC=CC=C1)=O)=O